2-(methoxymethyl)-1,4-dinitroso-benzene COCC1=C(C=CC(=C1)N=O)N=O